N[C@@H]1CN(CCC1(F)F)C1=NC2=C(N1CC1=NC=C(C=N1)Cl)C=C(C=C2C#N)F (R)-2-(3-Amino-4,4-difluoropiperidin-1-yl)-1-((5-chloropyrimidin-2-yl)methyl)-6-fluoro-1H-benzo[d]imidazol-4-carbonitril